FC=1C=C(CCNC(C(=O)N[C@@H]2C(N(C3=C(OC2)C=CC(=C3)C#CC=3C=NC=CC3)C)=O)=O)C=CC1 (S)-N1-(3-fluorophenethyl)-N2-(5-methyl-4-oxo-7-(pyridin-3-ylethynyl)-2,3,4,5-tetrahydrobenzo[b][1,4]oxazepin-3-yl)oxalamide